FC([C@H]1N(CC2(CN(C2)C(=O)OC(C)(C)C)C1)C1=NC=2CC(CCC2C(=N1)C1=CC(=CC2=CC=CC=C12)O)(C)C)F tert-butyl (S)-7-(difluoromethyl)-6-(4-(3-hydroxynaphthalen-1-yl)-7,7-dimethyl-5,6,7,8-tetrahydroquinazolin-2-yl)-2,6-diazaspiro[3.4]octane-2-carboxylate